N1(CCCCC1)C1CCN(CC1)C1CCN(CC1)C1=C(C=NC2=CC=C(C=C12)S(=O)C)S(=O)(=O)C1=CC=C(C=C1)OCCCCCCCCCCC 4-([1,4':1',4''-terpiperidin]-1''-yl)-6-(methylsulfinyl)-3-((4-(undecyloxy)phenyl)sulfonyl)quinoline